C(CCC(=O)[O-])(=O)O[C@@H]1[C@]2(C)[C@@H](CC1)[C@@H]1CC=C3C[C@H](CC[C@]3(C)[C@H]1CC2)O[Si](C)(C)C(C)(C)C 3β-(tert-Butyldimethylsilyloxy)-androst-5-en-17β-yl succinate